CC=1N(C=CN1)C1=CC=C(C(=O)C2=CC=C(C=C2)N2C(=NC=C2)C)C=C1 4,4'-bis(2-methylimidazole-1-yl)benzophenone